C1(CC1)C=1C=C(O[C@H]2CC3(CN(C3)C(=O)C3CC(C3)(C)O)CC2)C=CC1F |r| (rac)-(6-(3-Cyclopropyl-4-fluorophenoxy)-2-azaspiro[3.4]octan-2-yl)((1s,3s)-3-hydroxy-3-methylcyclobutyl)methanon